C(C)(C)(C)C1=C(O)C=C(C(=C1)O)C(C)(C)C 2,5-bis(tert-butyl)hydroquinone